C(C1=CC=CC=C1)N1CCN(CC1)C1=C(C=NC2=CC=CC=C12)NC(C1=CC(=CC=C1)Cl)=O N-(4-(4-benzylpiperazin-1-yl)quinolin-3-yl)-3-chlorobenzamide